(S)-5-(13-fluoro-10-methyl-11-oxo-1,2,4,4a,5,6,11,14-octahydro-3H,12H-pyrazino[1',2':5,6][1,5]oxazocino[2,3-g]quinoxalin-3-yl)-N-methylpicolinamide FC=1C2=C(C=C3N=C(C(NC13)=O)C)OCC[C@@H]1N(C2)CCN(C1)C=1C=CC(=NC1)C(=O)NC